1,3-Dimethyl-5-(4-(tetrahydro-2H-pyran-4-yl)-3,4-dihydroquinoxalin-1(2H)-yl)quinolin-2(1H)-one CN1C(C(=CC2=C(C=CC=C12)N1CCN(C2=CC=CC=C12)C1CCOCC1)C)=O